ClC=1C=C(C(=NC1)OC)S(=O)(=O)Cl 5-chloro-2-methoxy-pyridine-3-sulfonyl chloride